5-(benzyl(methyl)amino)-3-methyl-7-(1H-pyrazol-4-yl)-N-(3-(trifluoromethoxy)phenyl)pyrazolo[1,5-a]pyrimidine-2-carboxamide C(C1=CC=CC=C1)N(C1=NC=2N(C(=C1)C=1C=NNC1)N=C(C2C)C(=O)NC2=CC(=CC=C2)OC(F)(F)F)C